CN1CC(C1)(C)C(O)(C=1C=NC=C(C1)C=1SC=C(N1)C)C1=CC=C(C=C1)C(C)C (1,3-dimethyl-azetidin-3-yl)-(4-isopropyl-phenyl)-[5-(4-methyl-thiazol-2-yl)-pyridin-3-yl]-methanol